1,5,9-trinitro-2,3,6,7,10,11-hexamethoxybenzophenanthrene [N+](=O)([O-])C1=C2C=3C=C(C(=C(C3C3=C(C2=CC(=C1OC)OC)C(=C(C(=C3)OC)OC)[N+](=O)[O-])[N+](=O)[O-])OC)OC